(R)-N3-(2-(2-fluoro-3-hydroxy-3-methylbutyl)-6-morpholino-1-oxoisoindolin-5-yl)-N6-methylpyrazolo[1,5-a]pyrimidine-3,6-dicarboxamide F[C@H](CN1C(C2=CC(=C(C=C2C1)NC(=O)C=1C=NN2C1N=CC(=C2)C(=O)NC)N2CCOCC2)=O)C(C)(C)O